CN(S(=O)(=O)N1CCN(CC1)C1=CC=C(OCC2=CC(=NN2C)C)C=C1)C 5-((4-(4-(N,N-dimethylsulfamoyl)piperazin-1-yl)phenoxy)methyl)-1,3-dimethyl-1H-pyrazol